C(C)(C)(C)OC(=O)N1CCN(CC1)C1=CC=C2CC(COC2=C1)N 4-(3-aminochroman-7-yl)piperazine-1-carboxylic acid tert-butyl ester